N-(benzo[d]thiazol-6-ylsulfonyl)-5-(3,4-dichlorophenoxy)-1H-indole-2-carboxamide S1C=NC2=C1C=C(C=C2)S(=O)(=O)NC(=O)C=2NC1=CC=C(C=C1C2)OC2=CC(=C(C=C2)Cl)Cl